C(CCCCCCC)OCOCCCC(CC(C)[Mg]Cl)C 6-octyloxymethoxy-1,3-dimethylhexylmagnesium chloride